BrC=1C=NN(C1)C1CCOCC1 4-bromo-1-(3,4,5,6-tetrahydropyran-4-yl)pyrazole